6-Fluoro-5-methylpyridin-3-ol FC1=C(C=C(C=N1)O)C